[Cl-].ClCC(C[N+](C)(C)C)O (3-chloro-2-hydroxypropyl)-trimethyl-ammonium chloride